[N-](S(=O)(=O)C(F)(F)F)S(=O)(=O)C(F)(F)F.C(CC)[N+]1(CCCCC1)CCCC 1-propyl-1-butylpiperidinium bis(trifluoromethylsulfonyl)imide salt